CNS(=O)(=O)N1CCC1 N-methyl-azetidine-1-sulfonamide